O(P(O)(=O)OP(=O)(O)OP(=O)(O)O)CC12CC(OC(C(O1)N1C(NC(C(=C1)C)=O)=O)C2O)C (8-hydroxy-3-methyl-7-(5-methyl-2,4-dioxo-3,4-dihydropyrimidin-1(2H)-yl)-2,6-dioxabicyclo[3.2.1]octan-5-yl)methyl tetrahydrogen triphosphate